α-2-ethylbutylstyrene CCC(CCC)C=CC1=CC=CC=C1